C(C)(C)(C)OC(=O)NC=1N=C(N(C1)C)C(=O)NC=1C=C(N(C1)C)C(=O)NCCC(=O)NC=1N=C(N(C1)C)C(=O)NC=1C=C(N(C1)C)C(=O)OC methyl 4-(4-[3-[(4-[4-[(tert-butoxycarbonyl)amino]-1-methylimidazole-2-amido]-1-methylpyrrol-2-yl)formamido]propanamido]-1-methylimidazole-2-amido)-1-methylpyrrole-2-carboxylate